C[N+](C\C=C\C=C\C[N+](C)(C)C)(C)C (2E,4E)-N1,N1,N1,N6,N6,N6-hexamethylhexa-2,4-diene-1,6-diaminium